3,4-bis((4-methoxybenzyl)oxy)benzoic acid COC1=CC=C(COC=2C=C(C(=O)O)C=CC2OCC2=CC=C(C=C2)OC)C=C1